Adenosine-5'-monophosphate disodium [Na+].[Na+].P(=O)([O-])([O-])OC[C@@H]1[C@H]([C@H]([C@@H](O1)N1C=NC=2C(N)=NC=NC12)O)O